OC1=CC=C(C=C1)C(CCC1=CC=C(C=C1)O)(C)C 1,3-bis(4'-hydroxyphenyl)-1,1-dimethylpropane